(1-((tert-butoxycarbonyl)amino)cyclopropyl)methylmethylsulfonate C(C)(C)(C)OC(=O)NC1(CC1)COS(=O)(=O)C